2-[3-(Benzyloxy)-4-bromo-5-(6-fluoropyridin-3-yl)-1H-pyrazol-1-yl]pyrazin C(C1=CC=CC=C1)OC1=NN(C(=C1Br)C=1C=NC(=CC1)F)C1=NC=CN=C1